trans-(R)-3-(7-chloro-3-cyclohexyl-2-methyl-1,1-dioxido-5-phenyl-2,3,4,5-tetrahydrobenzo[f][1,2,5]thiadiazepin-8-yl)cyclobutane-1-carboxylic acid ClC=1C(=CC2=C(N(C[C@H](N(S2(=O)=O)C)C2CCCCC2)C2=CC=CC=C2)C1)[C@@H]1C[C@H](C1)C(=O)O